BrC=1C=C(C=C2C(N(C(S2)=NN=C2C(NC3=CC=C(C=C23)C)=O)C2=C(C=C(C=C2)C)C)=O)C=CC1 3-(2-(5-(3-bromobenzylidene)-3-(2,4-dimethylphenyl)-4-oxothiazolidin-2-ylidene)hydrazono)-5-methyl-1H-indol-2-one